(4-chloro-2-((5-cyano-4-(cyclobutylamino)pyrimidin-2-yl)amino)-5-(4-ethylpiperazin-1-yl)phenyl)acrylamide ClC1=CC(=C(C=C1N1CCN(CC1)CC)C(C(=O)N)=C)NC1=NC=C(C(=N1)NC1CCC1)C#N